BrC=1C=C2C=C(N(C2=CC1)CC1CC1)C1=NC2=C(N1C)C(=CC(=C2)C(=O)O)OC 2-(5-bromo-1-(cyclopropylmethyl)-1H-indol-2-yl)-7-methoxy-1-methyl-1H-benzo[d]Imidazole-5-carboxylic acid